NC=1SC(=NN1)C(=O)OCC Ethyl 2-amino-1,3,4-thiadiazole-5-carboxylate